2-(4-(5-((1-(2-(2,2-difluoroethoxy)-5-fluorophenyl)ethyl)amino)pyrazolo[1,5-a]pyrimidin-3-yl)-1H-pyrazol-1-yl)cyclohexan-1-ol FC(COC1=C(C=C(C=C1)F)C(C)NC1=NC=2N(C=C1)N=CC2C=2C=NN(C2)C2C(CCCC2)O)F